O1CCC(CC1)N1N=C(C=2CN(CCC21)C(C)=O)C2=C1CCNCC1=CC=C2 1-[1-(oxan-4-yl)-3-(1,2,3,4-tetrahydroisoquinolin-5-yl)-4H,6H,7H-pyrazolo[4,3-c]pyridin-5-yl]ethanone